Racemic-N-(2,6-dichloro-2'-(trifluoromethoxy)-[1,1'-biphenyl]-4-yl)-2-(4-(ethylsulfonyl)phenyl)-3-methoxypropionamide ClC1=C(C(=CC(=C1)NC([C@@H](COC)C1=CC=C(C=C1)S(=O)(=O)CC)=O)Cl)C1=C(C=CC=C1)OC(F)(F)F |r|